(R)-2-(3-(4-amino-3-(2-fluoro-4-phenoxyphenyl)-1H-pyrazolo[3,4-d]pyrimidin-1-yl)piperidine-1-carbonyl)-4-methyl-4-(4-(2,2,2-trifluoroethyl)piperazin-1-yl)pent-2-enenitrile NC1=C2C(=NC=N1)N(N=C2C2=C(C=C(C=C2)OC2=CC=CC=C2)F)[C@H]2CN(CCC2)C(=O)C(C#N)=CC(C)(N2CCN(CC2)CC(F)(F)F)C